4-((7-amino-2-phenyl-1H-indol-5-yl)methoxy)-1-methylcyclohexan-1-ol NC=1C=C(C=C2C=C(NC12)C1=CC=CC=C1)COC1CCC(CC1)(O)C